ClC1=NC=C(C(=C1)C(=O)NCCC1=CC=C(C=C1)C)OC1=CC(=CC=C1)C1CC1 2-chloro-5-(3-cyclopropyl-phenoxy)-N-[2-(p-tolyl)ethyl]pyridine-4-carboxamide